(S)-2'-(1H-1,3-benzodiazol-2-yl)-6'-chloro-4-{[cyclohexyl(cyclopropyl)methyl]carbamoyl}-[1,1'-biphenyl]-2-carboxylic acid N1C(=NC2=C1C=CC=C2)C2=C(C(=CC=C2)Cl)C=2C(=CC(=CC2)C(N[C@@H](C2CC2)C2CCCCC2)=O)C(=O)O